C(OC(C)(C)C)(OC1=C(C=C(C(=C1)Cl)Cl)Cl)=O tert-butyl 2,4,5-trichlorophenyl carbonate